N-phenylglycine hypoiodite IO.C1(=CC=CC=C1)NCC(=O)O